tert-Butyl 3-(7-(thiazol-2-yl)-4-(2,2,2-trifluoro-1-(2-hydroxyethoxy)ethyl)benzo[d]oxazol-2-yl)-3,8-diazabicyclo[3.2.1]octane-8-carboxylate S1C(=NC=C1)C1=CC=C(C=2N=C(OC21)N2CC1CCC(C2)N1C(=O)OC(C)(C)C)C(C(F)(F)F)OCCO